5-butylbenzenesulfonamide C(CCC)C=1C=CC=C(C1)S(=O)(=O)N